[1-[1-[1-[(4-methoxyphenyl)methyl]-2,6-dioxo-3-piperidyl]-3-methyl-2-oxo-benzimidazol-4-yl]azetidin-3-yl]methyl methanesulfonate CS(=O)(=O)OCC1CN(C1)C1=CC=CC=2N(C(N(C21)C)=O)C2C(N(C(CC2)=O)CC2=CC=C(C=C2)OC)=O